C1(CC1)[C@H]1CN(CCN1)C=1N=NC(=CN1)C1=NC=C(C=C1O)N1N=CC=N1 2-{3-[(3S)-3-cyclopropylpiperazin-1-yl]-1,2,4-triazin-6-yl}-5-(2H-1,2,3-triazol-2-yl)pyridin-3-ol